1-chloro-1,1,3,4,4,4-hexafluoro-3-trifluoromethyl-2-butanone ClC(C(C(C(F)(F)F)(C(F)(F)F)F)=O)(F)F